C(N)(=O)C=1C=C(C=NC1)C=1C(=CC2=CN(N=C2C1)CCC(C)(C)O)NC(=O)C=1N=C(SC1)C=1C=NC=CC1 N-(6-(5-carbamoylpyridin-3-yl)-2-(3-hydroxy-3-methylbutyl)-2H-indazol-5-yl)-2-(pyridin-3-yl)thiazole-4-carboxamide